C1(CC1)C(C)(C)NC(OC)=O methyl 1-cyclopropylisopropylcarbamate